O=C(C(=O)OCC)[C@@H](C(C1CCOCC1)=O)\N=N\C1=CC=CC=C1 |r| rac-ethyl (E)-2,4-dioxo-3-(phenyldiazenyl)-4-(tetrahydro-2H-pyran-4-yl)butanoate